tert-butyl (2R,5S)-5-[2-(4-chloro-3-fluorophenoxy)acetamido]-2-{5-[(1s,3s)-3-(trifluoromethoxy)cyclobutyl]-1,2,4-oxadiazol-3-yl}piperidine-1-carboxylate ClC1=C(C=C(OCC(=O)N[C@H]2CC[C@@H](N(C2)C(=O)OC(C)(C)C)C2=NOC(=N2)C2CC(C2)OC(F)(F)F)C=C1)F